Cl.NC[C@]1(C(NC(N1)=O)=O)C=1N=CSC1C |r| rac-5-(aminomethyl)-5-(5-methyl-1,3-thiazol-4-yl)imidazolidine-2,4-dione hydrochloride